N1CCCOC=2C(NC=3C=CC=CC3C21)=O 1,2,3,4-tetrahydro-[1,4]oxazepino[2,3-c]quinolin-6(7H)-one